C(#N)C1=CC2=C(N=C(N=C2)NC2CC(C2)(C)NC(OC(C)(C)C)=O)C(=N1)NCC tert-butyl ((1r,3r)-3-((6-cyano-8-(ethylamino)pyrido[3,4-d]pyrimidin-2-yl)amino)-1-methylcyclobutyl)carbamate